ClC1=CC=C(C=C1)[C@@]1(N(C(C2=CC(=CC(=C12)F)C(C)(C1CN(C1)C)O)=O)CC1=NC=C(C=C1)Cl)OC (3R)-3-(4-chlorophenyl)-2-[(5-chloropyridin-2-yl)methyl]-4-fluoro-6-[1-hydroxy-1-(1-methylazetidin-3-yl)ethyl]-3-methoxy-2,3-dihydro-1H-isoindol-1-one